FC(C=1C(=C(C=CC1)[C@@H](C)NC=1C2=C(N=C(N1)C)C=NC(=C2)C2(CCN(CC2)C(C)=O)O)F)F (R)-1-(4-(4-((1-(3-(difluoromethyl)-2-fluorophenyl)ethyl)amino)-2-methylpyrido[3,4-d]pyrimidin-6-yl)-4-hydroxypiperidin-1-yl)ethan-1-one